C1(CCCCC1)CN1N=CC2=CC(=C(C=C12)C(=O)NCCN1CC(CCC1)COC)OC1=C(C=C(C=C1)F)F 1-(cyclohexylmethyl)-5-(2,4-difluorophenoxy)-N-(2-(3-(methoxymethyl)piperidin-1-yl)ethyl)-1H-indazole-6-carboxamide